CSC1=CC=C(O[C@H](C(=O)[O-])C)C=C1.[Na+] sodium (2S)-2-[4-(methylsulfanyl)phenoxy]propanoate